O=Br(=O)(=O)[O-] ketobromate